C(C)(C)OC(C1=CC=CC(=C1)F)=O 5-fluorobenzoic acid isopropyl ester